N-(2,2-difluorobenzo[d][1,3]dioxol-5-yl)acetamid FC1(OC2=C(O1)C=CC(=C2)NC(C)=O)F